6-(((tert-butyldimethylsilyl)oxy)methyl)-2-chloro-3-methoxyisonicotinonitrile [Si](C)(C)(C(C)(C)C)OCC=1N=C(C(=C(C#N)C1)OC)Cl